4-chloro-3-(5,7-difluoro-4-oxo-6-vinyl-1,4-dihydroquinolin-2-yl)benzonitrile ClC1=C(C=C(C#N)C=C1)C=1NC2=CC(=C(C(=C2C(C1)=O)F)C=C)F